2-(4-methyl-3-pentenyl)-6-chloro-9-acryloyloxy-10-methoxy-1,2,3,4-tetrahydroanthracene CC(=CCCC1CC2=C(C3=CC=C(C=C3C(=C2CC1)OC)Cl)OC(C=C)=O)C